BrC1=C(N(N=C1)C)C=1C=C(C=CC1OC)NC(=O)NC1=C(C=C(C=C1)Cl)O 1-[3-(4-Bromo-2-methyl-2H-pyrazol-3-yl)-4-methoxyphenyl]-3-(4-chloro-2-hydroxy-phenyl)-urea